p-tertiary butylphenyl glycidyl ether C(C1CO1)OC1=CC=C(C=C1)C(C)(C)C